ethylenebis(4,6-ditert-pentylphenol) C(CC1=C(C(=CC(=C1)C(C)(C)CC)C(C)(C)CC)O)C1=C(C(=CC(=C1)C(C)(C)CC)C(C)(C)CC)O